FC1=CC=C2C(NC(=NC2=C1)C(C)(C)O)=O 7-fluoro-2-(2-hydroxy-propan-2-yl)quinazolin-4(3H)-one